FC1=CC=C(C(=C1[C@H]1N([C@@H](CC2=C1NC1=CC=CC=C21)C)CCC#N)C)OCCNCCCF 3-((1R,3R)-1-(6-fluoro-3-(2-((3-fluoropropyl)amino)ethoxy)-2-methylphenyl)-3-methyl-1,3,4,9-tetrahydro-2H-pyrido[3,4-b]indol-2-yl)propionitrile